FC(C=1C=C(C=C(C1)C(F)(F)F)C1=NN(C=N1)/C=C(/C(=O)N)\C=1C=NC=CC1)(F)F (E)-3-(3-(3,5-bis(trifluoromethyl)phenyl)-1H-1,2,4-triazol-1-yl)-2-(pyridin-3-yl)acrylamide